3-[(3-bromo-2-pyridyl)amino]bicyclo[1.1.1]pentane-1-carbonitrile BrC=1C(=NC=CC1)NC12CC(C1)(C2)C#N